N-(1-(3-chlorophenyl)-2-hydroxyethyl)-1-(2-((4-fluoro-3-morpholinophenyl)amino)-5-methylpyrimidin-4-yl)-1H-pyrrole-3-carboxamide ClC=1C=C(C=CC1)C(CO)NC(=O)C1=CN(C=C1)C1=NC(=NC=C1C)NC1=CC(=C(C=C1)F)N1CCOCC1